ClC1=C(CN2C(N([C@H](C3=CC=C(C=C23)C(=O)NCC2=C(C=C(C=C2F)F)F)C)C)=O)C(=CC=C1OC)F (S)-1-(2-chloro-6-fluoro-3-methoxybenzyl)-3,4-dimethyl-2-oxo-N-(2,4,6-trifluorobenzyl)-1,2,3,4-tetrahydroquinazoline-7-carboxamide